COC(=O)C1=CSC=2C1=NC(=C(C2C(F)(F)F)C)Cl 5-chloro-6-methyl-7-(trifluoromethyl)thieno[3,2-b]pyridine-3-carboxylic acid methyl ester